N-{2-chloro-6-[4-(propan-2-yl)piperazin-1-yl]phenyl}-4-(5-ethyl-1,2,4-oxadiazol-3-yl)-4-methylpiperidine-1-carboxamide ClC1=C(C(=CC=C1)N1CCN(CC1)C(C)C)NC(=O)N1CCC(CC1)(C)C1=NOC(=N1)CC